C(C1=CC=C(C=C1)N(C(=O)NC)C)C1=CC=C(C=C1)N(C(=O)NC)C 4,4'-methylenebis-(phenyl-dimethylurea)